S1C2=C(C(=C1)CNS(=O)(=O)N)C=CC=C2 N-((Benzo[b]thien-3-yl)methyl)sulfamide